COC(C(C)(NC(=O)C1=CC2=C(N(C(=N2)NC=2SC3=C(N2)C=CC(=C3)OC(F)(F)F)C)C=C1)C)=O 2-Methyl-2-{[1-methyl-2-(6-trifluoromethoxy-benzothiazol-2-ylamino)-1H-benzimidazole-5-carbonyl]-amino}-propionic acid methyl ester